(Z)-2-((3-benzyl-5-(3-fluoro-5-nitrophenyl)pyrazin-2-yl)amino)-3-(furan-2-yl)acrylic acid tert-butyl ester C(C)(C)(C)OC(/C(=C/C=1OC=CC1)/NC1=NC=C(N=C1CC1=CC=CC=C1)C1=CC(=CC(=C1)[N+](=O)[O-])F)=O